(Ra)-6-(1-(4-((1R,5S)-3-azabicyclo[3.1.0]hexan-3-yl)benzyl)-4-chloro-1H-indazole-7-carboxamido)spiro[3.3]heptane [C@@H]12CN(C[C@H]2C1)C1=CC=C(CN2N=CC3=C(C=CC(=C23)C(=O)NC2CC3(CCC3)C2)Cl)C=C1